C(C)O[C@@H]1C[C@@H]2N(C([C@H](C[C@H]1C)NC([C@H](C)NC)=O)=O)[C@@H](CC2)C(=O)N[C@@H]2CCCC1=CC=CC=C21 (3S,6S,8R,9R,10aR)-9-ethoxy-8-methyl-6-((S)-2-(methylamino)propanamido)-5-oxo-N-((R)-1,2,3,4-tetrahydronaphthalen-1-yl)decahydropyrrolo[1,2-a]azocine-3-carboxamide